C(C)(C)(C)C=1C(=C(C=C(C1)C)N1N=C2C(=N1)C=CC(=C2)Cl)O 2-(3'-t-butyl-5'-methyl-2-hydroxyphenyl)-5-chlorobenzotriazole